CCCCCCCCCCCCCCCCCC(=O)OC[C@H](COP(=O)(O)OCCN)OC(=O)CC/C=C\\C/C=C\\C/C=C\\C/C=C\\C/C=C\\CCCCC The molecule is a 1,2-diacyl-sn-glycero-3-phosphoethanolamine in which the acyl groups at positions 1 and 2 are specified as octadecanoyl and (4Z,7Z,10Z,13Z,16Z)-docosapentaenoyl respectively. It has a role as a mouse metabolite. It derives from a (4Z,7Z,10Z,13Z,16Z)-docosa-4,7,10,13,16-pentaenoic acid and an octadecanoic acid.